N(=NCCC1=CC=C(C=C1)O)CCC1=CC=C(C=C1)O 2,2'-Azobis[1-(4-hydroxyphenyl)ethane]